O1C2=C(OCC1)C=C(C=C2)C2N(CCC2)CC=2C=NC1=CC=CC=C1C2 3-((2-(2,3-dihydrobenzo[b][1,4]dioxin-6-yl)pyrrolidin-1-yl)methyl)quinoline